2-[6-amino-5-[8-[2-[3-(3,4-dimethylazepan-1-yl)prop-1-ynyl]-4-pyridinyl]-3,8-diazabicyclo[3.2.1]oct-3-yl]pyridazin-3-yl]phenol NC1=C(C=C(N=N1)C1=C(C=CC=C1)O)N1CC2CCC(C1)N2C2=CC(=NC=C2)C#CCN2CC(C(CCC2)C)C